benzyl N-[tert-butyl(methyl)sulfamoyl]carbamate C(C)(C)(C)N(S(=O)(=O)NC(OCC1=CC=CC=C1)=O)C